4-(1-(dicyclopropylmethyl)-5-(3,5-dimethylisoxazol-4-yl)-1H-pyrrolo[2,3-b]pyridin-3-yl)picolinic acid C1(CC1)C(N1C=C(C=2C1=NC=C(C2)C=2C(=NOC2C)C)C2=CC(=NC=C2)C(=O)O)C2CC2